C1(CCCCCC1)[C@@H](C(NC1=NC=C(C=C1)B1OC(C(O1)(C)C)(C)C)=O)NC(OC(C)(C)C)=O tert-butyl (S)-(1-cycloheptyl-2-oxo-2-((5-(4,4,5,5-tetramethyl-1,3,2-dioxaborolan-2-yl) pyridin-2-yl)amino)ethyl)carbamate